CNCCN1N=CC(=C1)C=1C=NC2=CC=C(N=C2C1)C1=C(NC=2C1=NC=CC2)C2=NC(=CC=C2)C N-methyl-2-[4-[6-[2-(6-methyl-2-pyridyl)-1H-pyrrolo[3,2-b]pyridin-3-yl]-1,5-naphthyridin-3-yl]pyrazol-1-yl]ethanamine